methyl 2-amino-2-(3-chlorophenyl)acetate NC(C(=O)OC)C1=CC(=CC=C1)Cl